2-(morpholin-2-yl)acetic acid N1CC(OCC1)CC(=O)O